[2-(9H-Carbazol-9-yl)ethyl]phosphonic acid C1=CC=CC=2C3=CC=CC=C3N(C12)CCP(O)(O)=O